2-((3,3-difluoro-1-methylcyclobutyl)methyl)-6-fluoro-N-(2-(S-methylsulfonimidoyl)pyridin-4-yl)-2H-indazole-3-carboxamide FC1(CC(C1)(C)CN1N=C2C=C(C=CC2=C1C(=O)NC1=CC(=NC=C1)S(=O)(=N)C)F)F